C(C1=CC=CC=C1)N1CC(N(CC1)C(=O)OCCCC)C1=CC=C(C=C1)C(=O)OC butyl 4-benzyl-2-(4-(methoxycarbonyl)phenyl)piperazine-1-carboxylate